5-(1-(4-(tert-butoxycarbonyl)piperazin-1-yl)vinyl)-6-methyl-2-(1-methyl-1H-imidazol-5-yl)indolizine-7-carboxylic acid isopropyl ester C(C)(C)OC(=O)C=1C(=C(N2C=C(C=C2C1)C1=CN=CN1C)C(=C)N1CCN(CC1)C(=O)OC(C)(C)C)C